N-sulfinyl-urea S(=O)=NC(=O)N